C(CCCCCCCCCCCCCCCC)[Si](OCC)(CCCCCCCCCCCCCCCCC)CCCCCCCCCCCCCCCCC tri-n-heptadecylethoxysilane